tert-butyl (1R,5S)-6-ethynyl-3-azabicyclo[3.1.0]hexane-3-carboxylate C(#C)C1[C@@H]2CN(C[C@H]12)C(=O)OC(C)(C)C